C1(CC1)C1=CC2=C(C(=N1)CN(C(OC(C)(C)C)=O)C)CN(C2=O)C2=NC(=CC=C2)C2=NN=CN2C(C)C tert-butyl [(6-cyclopropyl-1-oxo-2-{6-[4-(propan-2-yl)-4H-1,2,4-triazol-3-yl]pyridin-2-yl}-2,3-dihydro-1H-pyrrolo[3,4-c]pyridin-4-yl)methyl]methylcarbamate